NCC(=O)N1C(C=2N(CC1)C(=C(N2)C2=CC=C(C=C2)F)NC2=NC=CC=C2)(C)C 2-amino-1-(2-(4-fluorophenyl)-8,8-dimethyl-3-(pyridin-2-ylamino)-5,6-dihydroimidazo[1,2-a]pyrazin-7(8H)-yl)ethan-1-one